N[C@@H]1CCOC2=CC=C(C=C12)C(=O)OC methyl (R)-4-aminochromane-6-carboxylate